N[C@H](C(=O)NC=1C=NC=CC1)CC[S@](=O)(=N)CCC(C)(C)C (S)-2-amino-4-((S)-3,3-dimethylbutylsulfonimidoyl)-N-(pyridin-3-yl)butanamide